C(C)N1C(NC2=C(C1=O)C=CC(=N2)CN2CCN(CC2)C=2C=CC(=NC2C(C)C)C(=O)NC)=O 5-(4-((3-ethyl-2,4-dioxo-1,2,3,4-tetrahydropyrido[2,3-d]pyrimidin-7-yl)methyl)piperazin-1-yl)-6-isopropyl-N-methylpyridinecarboxamide